C1(CC1)N1CCN(CCC1)C1=C(C=C(C(=C1)OC)NC1=NC=NC(=C1)N1OCC[C@@H]1C1=CC(=CC=C1)OC1=CC=CC=C1)NC(C=C)=O (R)-N-(2-(4-cyclopropyl-1,4-diazepan-1-yl)-4-meth-oxy-5-((6-(3-(3-phenoxyphenyl)-isoxazolidin-2-yl)-pyrimidin-4-yl)-amino)phenyl)-acrylamide